ClC=1C=C2C(=NC=NC2=C(C1C1=CC(=CC(=C1)C=C)O)F)N1CCN(CC1)C(C=C)=O (4-(6-chloro-8-fluoro-7-(3-hydroxy-5-vinylphenyl)quinazolin-4-yl)piperazin-1-yl)prop-2-en-1-one